CC1=C(C=CC=C1)C1=CC=C(C=C1)CCCC(=O)NC=1C=NC=CC1 4-(2'-methyl-[1,1'-biphenyl]-4-yl)-N-(pyridin-3-yl)butanamide